5,10,15,20-tetrakis(4-ethynylphenyl)porphyrin copper [Cu].C(#C)C1=CC=C(C=C1)C=1C2=CC=C(N2)C(=C2C=CC(C(=C3C=CC(=C(C=4C=CC1N4)C4=CC=C(C=C4)C#C)N3)C3=CC=C(C=C3)C#C)=N2)C2=CC=C(C=C2)C#C